BrC1=C(N(CC#C)C)C(=CC=C1)CO[Si](C)(C)C(C)(C)C 2-bromo-6-(((tert-butyldimethylsilyl)oxy)methyl)-N-methyl-N-(prop-2-yn-1-yl)aniline